(3aR,5s,6aS)-5-((5-(5-(3,6-dihydro-2H-pyran-4-yl)-1,3,4-thiadiazol-2-yl)-1H-pyrrolo[2,3-b]pyridin-4-yl)amino)-N-(2-hydroxyethyl)hexahydrocyclopenta[c]pyrrole-2(1H)-sulfonamide O1CCC(=CC1)C1=NN=C(S1)C=1C(=C2C(=NC1)NC=C2)NC2C[C@@H]1[C@@H](CN(C1)S(=O)(=O)NCCO)C2